ClC1=C(C=CC(=C1F)F)C1N=C(NC(=C1C(=O)OC)[C@@H]1CC[C@H](CC1)NS(=O)(=O)CCC(=O)OC)C=1SC=CN1 (trans)-Methyl 4-(2-chloro-3,4-difluorophenyl)-6-(4-(3-methoxy-3-oxopropylsulfonamido)cyclohexyl)-2-(thiazol-2-yl)-1,4-dihydropyrimidine-5-carboxylate